4,5-dihydrothiazol S1C=NCC1